3-(2-amino-3-chloropyridin-4-yl)-7-chloropteridine-2,4(1H,3H)-dione NC1=NC=CC(=C1Cl)N1C(NC2=NC(=CN=C2C1=O)Cl)=O